N1=CC(=CC=C1)CCCCC1=CC=C(N=N1)\C=N/O (Z)-6-(4-(pyridin-3-yl)butyl)pyridazine-3-carbaldehyde oxime